(R)-1-(3-(4-Amino-3-(3-chloro-4-(pyridin-2-ylmethoxy)phenyl)-1H-pyrazolo[3,4-d]pyrimidin-1-yl)piperidin-1-yl)prop-2-en-1-one NC1=C2C(=NC=N1)N(N=C2C2=CC(=C(C=C2)OCC2=NC=CC=C2)Cl)[C@H]2CN(CCC2)C(C=C)=O